NC1=C(C=C(OC2=C(C=C(C=C2Cl)N2N=C(C(NC2=O)=O)NC(O)=O)Cl)C=C1)Br.CC1=C(OCCCC(C(=O)NC2CCC(CC2)=O)(C)C)C=C(C=C1)C 5-(2,5-dimethylphenoxy)-2,2-dimethyl-N-(4-oxocyclohexyl)pentanamide [2-[4-(4-amino-3-bromo-phenoxy)-3,5-dichloro-phenyl]-3,5-dioxo-1,2,4-triazin-6-yl]carbamate